NC=1C2=C(N=CN1)C(=NC(=C2)C(F)(F)F)C=2C(=C(C=CC2C)O)C (S)-3-(4-amino-6-(trifluoromethyl)pyrido[3,4-d]pyrimidin-8-yl)-2,4-dimethylphenol